(R)-2-chloro-7-isopropyl-3-((3-methoxypropyl)(methyl)amino)-11-oxo-6,7-dihydro-11H-benzo[f]pyrido[1,2-d][1,4]oxazepine-10-carboxylic acid ClC=1C(=CC2=C(C=3N([C@@H](CO2)C(C)C)C=C(C(C3)=O)C(=O)O)C1)N(C)CCCOC